2,4,4',6-tetrakis(α-hydroxyisopropyl)biphenyl OC(C)(C)C1=C(C(=CC(=C1)C(C)(C)O)C(C)(C)O)C1=CC=C(C=C1)C(C)(C)O